CC1(C(CCCC1=O)=O)CC1=NOC(=C1)C(F)(F)F 2-methyl-2-((5-(trifluoromethyl)isoxazol-3-yl)methyl)cyclohexane-1,3-dione